COC(=O)C1(CCC2(C(=CC3=CC=CC=C23)CC(COC2=CC=NC=3CCC[C@H](C23)C)C2=NC=CC=C2)CC1)NC1=CC(=CC=C1)Cl (1R,4R)-4-(3-Chloroanilino)-2'-[3-{[(5R)-5-methyl-5,6,7,8-tetrahydroquinolin-4-yl]oxy}-2-(pyridin-2-yl)propyl]spiro[cyclohexane-1,1'-indene]-4-carboxylic acid methyl ester